N-(4-(cyclopropanecarboxamido)phenyl)-2-iodobenzamide C1(CC1)C(=O)NC1=CC=C(C=C1)NC(C1=C(C=CC=C1)I)=O